FC1(CN(C1)C1=NSC(=N1)C1=NN=C2N1CCN([C@@H]2C)C(=O)C2=CC(=C(C=C2)F)[2H])F (R)-(3-(3-(3,3-difluoroazetidin-1-yl)-1,2,4-thiadiazol-5-yl)-8-methyl-5,6-dihydro-[1,2,4]triazolo[4,3-a]pyrazin-7(8H)-yl)(4-fluorophenyl-3-d)methanone